3-p-methoxybenzyl-6-methylpyrimidinone COC1=CC=C(CN2C(N=C(C=C2)C)=O)C=C1